[Na+].[Na+].C(CC(O)(C(=O)O)CC(=O)[O-])(=O)[O-] Citric acid disodium salt